FC1(C(C1)C1=NNC(=C1)C(=O)OCC)F ethyl 3-(2,2-difluorocyclopropyl)-1H-pyrazole-5-carboxylate